5-morpholinopyridine-2-carboxamide O1CCN(CC1)C=1C=CC(=NC1)C(=O)N